CC1(COC=2C1=NC(=CC2CN2C[C@H](CCC2)C)C(=O)O)C 3,3-dimethyl-7-{[(3S)-3-methylpiperidin-1-yl]methyl}-2H-furo[3,2-b]pyridine-5-carboxylic acid